C1=CC=CC=2C3=CC=CC=C3C(C12)COC(=O)N[C@H](C(=O)O)CC1=C(C=CC(=C1)Cl)OC1CCCCC1 (S)-2-((((9H-fluoren-9-yl)methoxy)carbonyl)amino)-3-(5-chloro-2-(cyclohexyloxy)phenyl)propanoic acid